C(C=C)(=O)N1CC(C1)C=1N=C2N(C(=C(C=C2)C2=C3C=NNC3=CC=C2C)C(=O)N)C1 2-(1-acryloylazetidin-3-yl)-6-(5-methyl-1H-indazol-4-yl)imidazo[1,2-a]pyridine-5-carboxamide